(5aR,6aS)-4-(5-methyl-1H-indazol-4-yl)-2-(2-(2-propenoyl)-2,6-diazaspiro[3.4]octan-6-yl)-5,5a,6,6a-tetrahydrocyclopropa[4,5]cyclopenta[1,2-b]pyridine-3-carbonitrile CC=1C(=C2C=NNC2=CC1)C1=C2C(=NC(=C1C#N)N1CC3(CN(C3)C(C=C)=O)CC1)[C@@H]1[C@@H](C2)C1